N[C@H](C(=O)O)CCC(=O)N[C@H](C(=O)NCC(=O)O)CSCC=C(C)C (2S)-2-amino-5-[[(2R)-1-(carboxymethylamino)-3-dimethylallylsulfanyl-1-oxopropan-2-yl]amino]-5-oxopentanoic acid